methyl-4-isoxazolepropionic acid CC1=NOC=C1CCC(=O)O